C(C)(C)(C)[S@@](=O)N[C@@H](CC#N)C1=CC=2N(N=C1)C=C(N2)[C@H](C2CCC(CC2)(F)F)NC(OC(C)(C)C)=O |o1:7| tert-butyl ((S)-(7-((S*)-1-(((R)-tert-butylsulfinyl)amino)-2-cyanoethyl)imidazo[1,2-b]pyridazin-2-yl)(4,4-difluorocyclohexyl)methyl)carbamate